ClC=1C=C(C#N)C=C(C1)C(C)(C)C1=CC=C(C=C1)OCC1=NC(=NC=C1)N1CCC(CC1)CN1CCN(CC1)C1=C2C(N(C(C2=CC=C1)=O)C1C(NC(CC1)=O)=O)=O 3-chloro-5-(2-(4-((2-(4-((4-(2-(2,6-dioxopiperidin-3-yl)-1,3-Dioxoisoindolin-4-yl)piperazin-1-yl)methyl)piperidin-1-yl)pyrimidin-4-yl)methoxy)phenyl)propan-2-yl)benzonitrile